(-)-3-((2-((2-(3-chlorophenyl)-1-hydroxyprop-2-yl)amino)-1H-benzo[d]imidazol-4-yl)methyl)-1-ethyl-1-methylurea ClC=1C=C(C=CC1)C(CO)(C)NC1=NC2=C(N1)C=CC=C2CNC(N(C)CC)=O